FC=1C=C(C=C2C(=NN(C12)C(C)C)I)N1N=CC(=C1)C(=O)O 1-(7-Fluoro-3-iodo-1-isopropyl-1H-indazol-5-yl)-1H-pyrazole-4-carboxylic acid